(S)-Ethyl 3-(3-(hydroxymethyl)-1-methylcyclobutanecarboxamido)-3-(6-methoxypyridin-3-yl)propanoate OCC1CC(C1)(C(=O)N[C@@H](CC(=O)OCC)C=1C=NC(=CC1)OC)C